[Br-].OC1=CC=C2C(C=C(OC2=C1O)C1=CC=C(C=C1)CCCC[P+](C1=CC=CC=C1)(C1=CC=CC=C1)C1=CC=CC=C1)=O 4-[4-(7,8-dihydroxy-4-oxochromen-2-yl)phenyl]butyltriphenylphosphonium bromide